4-bromo-5-chloro-2-fluoro-benzoic acid BrC1=CC(=C(C(=O)O)C=C1Cl)F